tert-butyl N-methyl-N-[[6-[(1R,9R)-1,11,11-trimethyl-5-methylsulfinyl-12-oxa-4,6,8-triazatricyclo[7.4.0.02,7]trideca-2(7),3,5-trien-8-yl]-2-pyridyl]methyl]carbamate CN(C(OC(C)(C)C)=O)CC1=NC(=CC=C1)N1C=2N=C(N=CC2[C@]2(COC(C[C@@H]12)(C)C)C)S(=O)C